glucose sodium phosphate P(=O)([O-])([O-])[O-].[Na+].O=C[C@H](O)[C@@H](O)[C@H](O)[C@H](O)CO.[Na+].[Na+]